acryloxybutylphenyldimethoxysilane C(C=C)(=O)OCCCC[Si](OC)(OC)C1=CC=CC=C1